tert-Butyl (1R,4s)-4-(2-fluoro-4-methoxy-5-(((1R,2S,3R,4S)-3-(((1-methylcyclobutyl)methyl)carbamoyl)bicyclo[2.2.1]heptan-2-yl)carbamoyl)phenoxy)-1-methylcyclohexane-1-carboxylate FC1=C(OC2CCC(CC2)(C(=O)OC(C)(C)C)C)C=C(C(=C1)OC)C(N[C@H]1[C@@H]2CC[C@H]([C@H]1C(NCC1(CCC1)C)=O)C2)=O